Hexahydro-2H-pyrimido[1,2-a]pyrimidine N1C=2N(CCC1)CCCN2